(S)-methyl 2-((2R,3S)-1-benzhydryl-2-methylazetidin-3-yl)-2-(methylsulfonyl)acetate C(C1=CC=CC=C1)(C1=CC=CC=C1)N1[C@@H]([C@H](C1)[C@@H](C(=O)OC)S(=O)(=O)C)C